2-(2-cyclobutoxypyridin-3-yl)-9-(4-(1-methyl-4-(trifluoromethyl)-1H-imidazol-2-yl)benzyl)-7,9-dihydro-8H-purin-8-one C1(CCC1)OC1=NC=CC=C1C1=NC=C2NC(N(C2=N1)CC1=CC=C(C=C1)C=1N(C=C(N1)C(F)(F)F)C)=O